CN1C(=NN=C1COC1=CC(=CC=C1)C(F)(F)F)C1=CC=C(N)C=C1 4-[4-methyl-5-[[3-(trifluoromethyl)phenoxy]methyl]-1,2,4-triazol-3-yl]aniline